2-[THIOPHEN-2-YL]FORMAMIDO-N-(PHENYL)-2-METHYLPROPANAMID S1C(=CC=C1)C(=O)NC(C(=O)NC1=CC=CC=C1)(C)C